ClC1=CC=C(OCCCCCCNC(=NC2=CC=NC=C2)NC#N)C=C1 N-[6-(4-chlorophenoxy)hexyl]-N'-cyano-N''-4-pyridinyl-guanidine